C(C)(C)(C)OC(=O)N1CC=2N(C(=NC2C1)C(NC1=C(C(=CC=C1)Br)Cl)=O)C 2-(3-bromo-2-chlorophenyl-carbamoyl)-1-methyl-4,6-dihydropyrrolo[3,4-d]imidazole-5(1H)-carboxylic acid tert-butyl ester